BrC1=C2C=C(N(C2=CC=C1)C1=CC=C(C=C1)F)C(C)=O 1-(4-bromo-1-(4-fluorophenyl)-1H-indol-2-yl)ethan-1-one